ClC1=C(C(=CC=C1)F)N1C(C2=CC=C(C=C2C(=N1)C(C)C)N1N=C(N(C1=O)CC)CO)=O (2-chloro-6-fluorophenyl)-6-(4-ethyl-3-(hydroxymethyl)-5-oxo-4,5-dihydro-1H-1,2,4-triazol-1-yl)-4-isopropylphthalazin-1(2H)-one